CN1C(C2=CC=C(C=C2C=N1)NC(OC(C)(C)C)=O)=O tert-butyl (2-methyl-1-oxo-1,2-dihydrophthalazin-6-yl)carbamate